4-((2-bromothiazol-4-yl)methyl)morpholine BrC=1SC=C(N1)CN1CCOCC1